CC(CCCCCCCC)OC(CCCCCCC(=O)O)=O 8-(1-methylnonoxy)-8-oxo-octanoic acid